7-chloro-5-(3,3-difluoroazetidin-1-yl)pyrido[3,4-b]pyrazine ClC1=CC=2C(=NC=CN2)C(=N1)N1CC(C1)(F)F